C(CCCCCCCCCCCC)(=O)O.C=C ethylene tridecylate